2-(4-amino-1-(2,2,2-trifluoroethyl)-1H-pyrazolo[3,4-d]Pyrimidin-3-yl)-3-chloro-1H-indole-6-carboxylic acid NC1=C2C(=NC=N1)N(N=C2C=2NC1=CC(=CC=C1C2Cl)C(=O)O)CC(F)(F)F